(S)-3-(2,4-difluorophenyl)-10-ethyl-2,3,4,4a,5,6-hexahydro-1H,12H-pyrazino[1',2':5,6][1,5]oxazocino[2,3-g]quinolin-11(14H)-one FC1=C(C=CC(=C1)F)N1C[C@H]2N(CC3=C(C=C4C=C(C(NC4=C3)=O)CC)OCC2)CC1